COC=1C=C2NC(C=3N(C2=C(C1C1=C2C=CN(C2=CC=C1)CCOC)C(F)(F)F)C(=NN3)C)(C)C 7-Methoxy-8-[1-(2-methoxy-ethyl)-1H-indol-4-yl]-1,4,4-trimethyl-9-(trifluoromethyl)-5H-[1,2,4]triazolo[4,3-a]quinoxaline